[Y+3].C(C)[Si]([N-][Si](CC)(CC)CC)(CC)CC.C(C)[Si]([N-][Si](CC)(CC)CC)(CC)CC.C(C)[Si]([N-][Si](CC)(CC)CC)(CC)CC tris[N,N-bis(triethylsilyl)amide] yttrium